monophenyl-ε-caprolactone C1(=CC=CC=C1)C1C(=O)OCCCC1